CC1=C(C2=C(CC[C@@](O2)(C)CCC[C@H](C)CCC[C@H](C)CCCC(C)C)C(=C1O)C)C (2r,4'r,8'r)-alpha-tocopherol